[In].[Sn].[Si] silicon tin indium